2-(piperidin-1-yl)-8-(propan-2-yl)pyrazolo[1,5-a][1,3,5]triazin N1(CCCCC1)C1=NC=2N(C=N1)N=CC2C(C)C